ClC=1C=NC(=C(C(=O)NC2CCC(CC2)CN2C(N(C3=C2C=CC=C3)C3=CC(=NC=C3)N3CCOCC3)=O)C1)C(F)F 5-chloro-2-(difluoromethyl)-N-((1r,4r)-4-((3-(2-morpholinopyridin-4-yl)-2-oxo-2,3-dihydro-1H-benzo[d]imidazol-1-yl)methyl)cyclohexyl)nicotinamide